N,N,N',N'-tetrabenzyl(1,3-phenylene)diamine C(C1=CC=CC=C1)N(C1=CC(=CC=C1)N(CC1=CC=CC=C1)CC1=CC=CC=C1)CC1=CC=CC=C1